O1C(CCC1)C1=C(N)C=CC=C1 2-(tetrahydrofuryl)aniline